5-(cyclopropylmethoxy)-2-(difluoromethyl)benzofuran-3-carboxylic acid C1(CC1)COC=1C=CC2=C(C(=C(O2)C(F)F)C(=O)O)C1